OC(=O)C(F)(F)F.C=C1CCNCC1 4-Methylenepiperidine TFA salt